C(C)(C)(C)OC(=O)N[C@H]1CN(C[C@@H](C1)F)C1=NC=2N(C=C1)N=CC2C(=O)NC=2C(=NN(C2)C2CCC(CC2)C(=O)O)C(F)F 4-[4-[[5-[(3R,5R)-3-(tert-butoxycarbonylamino)-5-fluoro-1-piperidyl]pyrazolo[1,5-a]pyrimidine-3-carbonyl]amino]-3-(difluoromethyl)pyrazol-1-yl]cyclohexanecarboxylic acid